CN1C=CC2=CC(=C(C=C12)C(=O)NC1(CC1)C1=CC=CC2=CC=CC=C12)C 1,5-Dimethyl-N-(1-(naphthalen-1-yl)cyclopropyl)-1H-indole-6-carboxamide